C(C)(=O)N[C@@H](CSC1(C=CC(CC1)C(C)C)C)C(=O)OCC ethyl N-acetyl-S-(4-isopropyl-1-methylcyclohex-2-en-1-yl)cysteinate